C1(CC1)C1=C(C(=C2C(=N1)CCC2)NC(=O)N=[S@](=O)(N)C=2SC=C(C2F)C(C)(C)O)C2CC2 |o1:16| (R) or (S)-N'-((2,3-dicyclopropyl-6,7-dihydro-5H-cyclopenta[b]pyridin-4-yl)carbamoyl)-3-fluoro-4-(2-hydroxypropan-2-yl)thiophene-2-sulfonimidamide